BrC=1C=C(SC1)C=NS(=O)C(C)(C)C N-((4-bromothien-2-yl)methylene)-2-methylpropane-2-sulfinamide